C(C)(C)(C)C1=CC=C(C(=O)C2=CC=C(C=C2)SC2=CC=C(C=C2)[S+](C2=CC=C(C=C2)C)C2=CC=C(C=C2)C)C=C1 4-[4-(4-tert-butylbenzoyl)phenylthio]phenyl-di-p-tolylsulfonium